C(=C)C=1C=C(C=C(C1N)N)O 3-vinyl-4,5-diaminophenol